5-((5-isopropyl-2-(1H-pyrazol-4-yl)pyridin-4-yl)oxy)pyrimidine-2,4-diamine C(C)(C)C=1C(=CC(=NC1)C=1C=NNC1)OC=1C(=NC(=NC1)N)N